BrC1=CC=2C(=NS(=NC2C(=C1)Br)(=O)C)N[C@@H](C)C1=NC=CN=C1C1=NC=CN=C1 8,10-dibromo-3-methyl-3-oxo-N-[(1S)-1-(3-pyrazin-2-ylpyrazin-2-yl)ethyl]-3λ6-thia-2,4-diazabicyclo[4.4.0]deca-1(6),2,4,7,9-pentaen-5-amine